FC(C=1C=C2C(=NC1)N=C(N2)C=O)(F)F 6-(TRIFLUOROMETHYL)-1H-IMIDAZO[4,5-B]PYRIDINE-2-CARBALDEHYDE